ClC=1C=CC=C2C(=NN(C12)C1CN(CC1)C(C=C)=O)C1=CC=C(C=C1)C(F)(F)F 1-(3-(7-chloro-3-(4-(trifluoromethyl)phenyl)-1H-indazol-1-yl)pyrrolidin-1-yl)prop-2-en-1-one